1,2-Di-O-octadecenyl-sn-glycero-3-phosphocholin C(=CCCCCCCCCCCCCCCCC)OC[C@@H](OC=CCCCCCCCCCCCCCCCC)COP(=O)([O-])OCC[N+](C)(C)C